CN1N=C(C2=CC=CC(=C12)[C@H]1CNCC1)C1C(NC(CC1)=O)=O 3-(1-methyl-7-((S)-pyrrolidin-3-yl)-1H-indazol-3-yl)piperidine-2,6-dione